2-(3-(3-(dimethylamino)propoxy)phenyl)-N-(3-(dimethylamino)propyl)-6-(4-methoxyphenyl)pyridin-4-amine CN(CCCOC=1C=C(C=CC1)C1=NC(=CC(=C1)NCCCN(C)C)C1=CC=C(C=C1)OC)C